FC1=NC=CC(=C1OC[C@H]1N(CC(C1)COC)C(=O)OC(C)(C)C)I tert-butyl (2S)-2-(((2-fluoro-4-iodopyridin-3-yl)oxy)methyl)-4-(methoxymethyl)pyrrolidine-1-carboxylate